(R,Z)-2-Fluoro-N-(7-methoxy-4-((2-methoxy-5-methyl-4-(quinolin-7-yloxy)phenyl)amino)quinazoline-6-yl)-3-(1-methylpyrrolidin-2-yl)acrylamide F\C(\C(=O)NC=1C=C2C(=NC=NC2=CC1OC)NC1=C(C=C(C(=C1)C)OC1=CC=C2C=CC=NC2=C1)OC)=C/[C@@H]1N(CCC1)C